1-bromo-8-Fluoronaphthalene BrC1=CC=CC2=CC=CC(=C12)F